O(S(=O)(=O)C(F)(F)F)CC(CO[Si](C1=CC=CC=C1)(C1=CC=CC=C1)C(C)(C)C)(F)F 3-((tert-butyldiphenylsilyl) oxy)-2,2-difluoropropyl triflate